C1(CC1)N1N=CC(=C1C)C1=NC(=NO1)C=1C=CC(=C(O\C(\C(=O)OC)=C/OC)C1)C methyl (Z)-2-(5-(5-(1-cyclopropyl-5-methyl-1H-pyrazol-4-yl)-1,2,4-oxadiazol-3-yl)-2-methylphenoxy)-3-methoxyacrylate